N-[3-(3-methoxypropoxy)-1-(4-oxocyclohexyl)-1H-pyrazol-4-yl]carbamic acid benzyl ester C(C1=CC=CC=C1)OC(NC=1C(=NN(C1)C1CCC(CC1)=O)OCCCOC)=O